(S)-4-(Difluoromethylidene)pyrrolidine-2-carboxylic acid methyl ester COC(=O)[C@H]1NCC(C1)=C(F)F